O=S1(C2=C(OCCN1C1=CC=C(C=C1)C(F)(F)F)C=CC(=C2)NC(=O)C=2N(C=CN2)C)=O N-(1,1-dioxido-2-(4-(trifluoromethyl)phenyl)-3,4-dihydro-2H-benzo[b][1,4,5]oxathiazepin-8-yl)-1-methyl-1H-imidazole-2-carboxamide